ClC1=NC=CC2=C1CC(C2)CNCCC2CN(C(O2)=O)C2=NC1=C(OCC(N1)=O)N=C2 6-[5-[2-[(1-chloro-6,7-dihydro-5H-cyclopenta[c]pyridin-6-yl)methylamino]ethyl]-2-oxo-1,3-oxazolidin-3-yl]-4H-pyrazino[2,3-b][1,4]oxazin-3-one